ethyl 5-((4-(3-cyclopropylprop-1-ynyl) phenyl) amino)-1H-1,2,3-triazole-4-carboxylate C1(CC1)CC#CC1=CC=C(C=C1)NC1=C(N=NN1)C(=O)OCC